2-bromo-4,4-dibutylfluorene BrC=1C=C2C=C3C=CC=CC3=C2C(C1)(CCCC)CCCC